[2H]C(N1[C@@H]([C@@H](CC1)N)C)(C1=C(C(=C(C(=C1[2H])[2H])[2H])[2H])[2H])[2H] (2R,3R)-1-(dideutero(pentadeuterophenyl)methyl)-2-methylpyrrolidin-3-amine